FC=1C=C2C(=CC=NC2=CC1)OC1=CC(=CC(=C1)N1N=CC=C1)OC 6-fluoro-4-(3-methoxy-5-(1H-pyrazol-1-yl)phenoxy)quinoline